(3R)-tert-butyl 3-((6-(6-(1,1,1-trifluoro-2-hydroxypropan-2-yl)imidazo[1,2-a]pyridin-3-yl)pyrazin-2-yl)amino)piperidine-1-carboxylate FC(C(C)(O)C=1C=CC=2N(C1)C(=CN2)C2=CN=CC(=N2)N[C@H]2CN(CCC2)C(=O)OC(C)(C)C)(F)F